C1(CCC1)CN(C(=O)OCC1=C(N=NN1C)C=1N=C(C(=NC1)O[C@@H]1C[C@H](CC1)CC(=O)O)C)C |r| (±)-2-(Trans-3-((5-(5-((((cyclobutylmethyl)(methyl)carbamoyl)oxy)methyl)-1-methyl-1H-1,2,3-triazol-4-yl)-3-methylpyrazin-2-yl)oxy)cyclopentyl)acetic Acid